C(#N)CC=1SC=CC1 cyanomethyl-thiophene